Cl.C(C)(C)(C)OC(=O)C1=C(NC2=CC(=CC=C12)C#N)C(C)(C)C1=CC(=C(C=C1)CC)N1CCC(CC1)N1CCOCC1 6-cyano-2-[1-[4-ethyl-3-(4-morpholino-1-piperidinyl)phenyl]-1-methyl-ethyl]-1H-indole-3-carboxylic acid tert-butyl ester hydrochloride